ClC1=NC2=C(C=CC(=C2C=C1)C(CO)C1=C(C=NC=C1Cl)Cl)OC 2-(2-chloro-8-methoxyquinolin-5-yl)-2-(3,5-dichloropyridin-4-yl)ethan-1-ol